C[C@H]([C@H](C)O)O (2r,3s)-butane-2,3-diol